O=C1N(C(CC1)=O)OC(=O)C1CCN(CC1)C(COC=1C=C(C=2C=CC3=C(C=C(C=4C=CC1C2C43)S(=O)(=O)[O-])S(=O)(=O)[O-])S(=O)(=O)[O-])=O 8-[2-[4-(2,5-dioxopyrrolidin-1-yl)oxycarbonylpiperidin-1-yl]-2-oxoethoxy]pyrene-1,3,6-trisulfonate